COC=1C=C(C=CC1OC)C=1NC2=CC=C(C=C2C1C(C)C)N1CCC(CC1)C1CCN(CC1)CC1=CSC=C1 2-(3,4-dimethoxyphenyl)-3-isopropyl-5-(1'-(thiophen-3-ylmethyl)-[4,4'-bipiperidin]-1-yl)-1H-indole